C1(CCCCC1)C(C(C(=O)NC1=NC(=C(C=C1)C=1C(=NN(C1C)COCC[Si](C)(C)C)C)C)C1=C(N(N=C1)CC)C(=O)N)C1CCCCC1 [1-(dicyclohexylmethyl)-2-[[5-[3,5-dimethyl-1-(2-trimethylsilylethoxymethyl)pyrazol-4-yl]-6-methyl-2-pyridinyl]amino]-2-oxo-ethyl]-2-ethyl-pyrazole-3-carboxamide